phenyl (4-(4-amino-7-cyclopropyl-7H-pyrrolo[2,3-d]pyrimidin-5-yl)-2-fluorophenyl)carbamate NC=1C2=C(N=CN1)N(C=C2C2=CC(=C(C=C2)NC(OC2=CC=CC=C2)=O)F)C2CC2